C(C)OC(=O)N1N=CC=C1 1H-pyrazole-1-carboxylic acid ethyl ester